3-ethyl-4,5-bis(4-fluorophenyl)imidazole C(C)N1C=NC(=C1C1=CC=C(C=C1)F)C1=CC=C(C=C1)F